OC1=C2C3=C(C(OC2=CC(=C1)O)=O)C=C(C=C3)OC 1,3-Dihydroxy-8-methoxy-6H-benzo[c]chromen-6-one